C1(=CC=CC=C1)P(C1=C(SC=C1P(C1=CC=CC=C1)C1=CC=CC=C1)C1=CC=CC=C1)C1=CC=CC=C1 3,4-bis(diphenylphosphino)-2-phenylthiophene